FC(C1=CC=C(CO[C@H]2[C@@H](CNC2)N2N=C(C=C2)C#N)C=C1)(F)F 1-(trans-4-(4-(trifluoromethyl)benzyloxy)pyrrolidin-3-yl)-1H-pyrazole-3-carbonitrile